(S)-(1-(4-chloroquinolin-2-yl)pyrrolidin-2-yl)methanol ClC1=CC(=NC2=CC=CC=C12)N1[C@@H](CCC1)CO